C(C#C)OCC(=O)N1CC(CC1)OCC(=O)O 2-[1-(2-prop-2-ynoxyacetyl)pyrrolidin-3-yl]oxyacetic acid